methyl 2-[(6-amino-2,3-difluorophenyl)formamido]acetate NC1=CC=C(C(=C1C(=O)NCC(=O)OC)F)F